C1(CC1)COC(C\C=C/CC)=O (3Z)-3-hexenoic acid cyclopropylmethyl ester